2-[2-(3-Cyclopropyl-4,5-dihydro-1,2-oxazol-5-yl)-5-(ethylsulfonyl)-1-methyl-1H-imidazol-4-yl]-3-methyl-6-(trifluoromethyl)-3H-imidazo[4,5-b]pyridine C1(CC1)C1=NOC(C1)C=1N(C(=C(N1)C1=NC=2C(=NC=C(C2)C(F)(F)F)N1C)S(=O)(=O)CC)C